1-(2-chlorothiazol-5-yl)-4,4-dimethyl-2-(1H-1,2,4-triazole-1-yl)pentane-3-ol ClC=1SC(=CN1)CC(C(C(C)(C)C)O)N1N=CN=C1